2,2'-methylenedicyclohexyldiisocyanate C(C1C(CCCC1)N=C=O)C1C(CCCC1)N=C=O